6-(3-cyclopropyl-1-(trans-3-ethynylcyclobutyl)-1H-pyrazol-4-yl)-1-methyl-1H-pyrazolo[4,3-c]pyridine C1(CC1)C1=NN(C=C1C1=CC2=C(C=N1)C=NN2C)[C@@H]2C[C@H](C2)C#C